3-(4-Methoxyphenyl)-N-(1H-pyrazol-3-yl)-N-tetrahydrothiophen-3-yl-prop-2-enamide COC1=CC=C(C=C1)C=CC(=O)N(C1CSCC1)C1=NNC=C1